N-(dimethoxymethylsilyl-isobutyl)ethylenediamine COC(OC)[SiH2]C(C(C)C)NCCN